benzoic amide propiolate C(C#C)(=O)O.C(C1=CC=CC=C1)(=O)N